CN1C(C(=C(C2=CC(=CC=C12)C#N)N1CCC(CC1)C=1OC2=C(N1)C=C(C=C2)C)C#N)=O 1-methyl-4-[4-(5-methyl-1,3-benzoxazol-2-yl)piperidin-1-yl]-2-oxo-1,2-dihydroquinoline-3,6-dinitrile